CC(CN1C=NC2=C1C=CC(=C2)OC2=NC(=CC=C2)C(F)(F)F)(C)O 2-methyl-1-(5-{[6-(trifluoromethyl)pyridin-2-yl]Oxy}-1H-benzimidazole-1-Yl)propan-2-ol